tert-butyl-4-(4-(2,4-difluorophenyl)piperazin-1-yl)-5H-pyrrolo[3,4-d]pyrimidine-6(7H)-carboxylic acid tert-butyl ester C(C)(C)(C)OC(=O)N1CC=2N=C(N=C(C2C1)N1CCN(CC1)C1=C(C=C(C=C1)F)F)C(C)(C)C